CC=1NC(C(=CC1C1=CC=NC=C1)C#N)=O 1,6-dihydro-2-methyl-6-oxo-(3,4-bipyridine)-5-carbonitrile